CC1(OB(OC1(C)C)C1=CC=C(C=C1)C1=CC=C(C=C1)C1=CC=C(C=C1)C#N)C 4-(4,4,5,5-tetramethyl-[1,3,2]dioxaborolane-2-yl)-[1,1':4',1'']terphenyl-4''-carbonitrile